γ-acrylamidopropyltri-n-propoxysilane C(C=C)(=O)NCCC[Si](OCCC)(OCCC)OCCC